COC=1C=C2C(C=C(OC2=CC1)C(=O)NC=1C=NC=CC1)=O 6-methoxy-4-oxo-N-(pyridin-3-yl)-4H-chromen-2-carboxamide